4-[5-Ethoxy-4-(4-fluoro-phenyl)-pyrimidin-2-ylamino]-N-(2-methyl-5-morpholin-4-ylmethyl-phenyl)-benzamide C(C)OC=1C(=NC(=NC1)NC1=CC=C(C(=O)NC2=C(C=CC(=C2)CN2CCOCC2)C)C=C1)C1=CC=C(C=C1)F